4-((5-Chloro-3'-methoxy-[2,4'-bipyridin]-2'-yl)amino)-6-(cyclopropanecarboxamido)-N-(methyl-d3)nicotinamide ClC=1C=CC(=NC1)C1=C(C(=NC=C1)NC1=CC(=NC=C1C(=O)NC([2H])([2H])[2H])NC(=O)C1CC1)OC